COC(NC1=C(N=C(O1)C)CNC1CCN(CC1)C1=C(C=CC=C1C)F)=O (4-{[1-(2-Fluoro-6-methylphenyl)-piperidin-4-ylamino]-methyl}-2-methyl-oxazol-5-yl)-carbamic acid methyl ester